4-(2-chloro-4-(methoxymethoxy)-6-(4,4,5,5-tetramethyl-1,3,2-dioxaborolan-2-yl)phenyl)butyl methanesulfonate CS(=O)(=O)OCCCCC1=C(C=C(C=C1B1OC(C(O1)(C)C)(C)C)OCOC)Cl